epiminobenzo[7]annulene C12C(=CC=C3C1=CC=CC=C3)N2